[3-(4-Fluoro-pyridin-2-ylamino)-1-(2,2,2-trifluoro-ethyl)-1H-pyrazolo[4,3-c]pyridin-6-yl]-(4-isopropyl-4-hydroxypiperidin-1-yl)-methanone FC1=CC(=NC=C1)NC1=NN(C2=C1C=NC(=C2)C(=O)N2CCC(CC2)(O)C(C)C)CC(F)(F)F